[({[(2R,3R,4S,5R)-5-(2-chloro-4-{[(1R)-1-(2-fluorophenyl)ethyl]amino}-7H-pyrrolo[2,3-d]pyrimidin-7-yl)-4-fluoro-3-hydroxyoxolan-2-yl]methoxy}(hydroxy)-phosphoryl)methyl]phosphonic acid ClC=1N=C(C2=C(N1)N(C=C2)[C@H]2[C@H]([C@@H]([C@H](O2)COP(=O)(O)CP(O)(O)=O)O)F)N[C@H](C)C2=C(C=CC=C2)F